(1,3-Dimethyl-azetidin-3-yl)-m-tolyl-(4-trifluoromethoxy-phenyl)-methanol CN1CC(C1)(C)C(O)(C1=CC=C(C=C1)OC(F)(F)F)C=1C=C(C=CC1)C